(3-(2-methyl-5-((5-(trifluoromethyl)pyridin-3-yl)carbamoyl)phenoxy)azetidin-1-yl)nicotinamide CC1=C(OC2CN(C2)C2=C(C(=O)N)C=CC=N2)C=C(C=C1)C(NC=1C=NC=C(C1)C(F)(F)F)=O